CN1N=CC=C1C1=NN=C(O1)C(=O)N1[C@@H](C2=C(CC1)NC=N2)C2=NN1C(C(=CC=C1)C)=C2 (S)-(5-(1-methyl-1H-pyrazol-5-yl)-1,3,4-oxadiazol-2-yl)(4-(4-methylpyrazolo[1,5-a]pyridin-2-yl)-6,7-dihydro-1H-imidazo[4,5-c]pyridin-5(4H)-yl)methanone